BrC1=CC=C(C=C1)C1=NC2=CC=CC=C2C(=C1)C1=CC=CC=C1 2-(4-bromophenyl)-4-phenylquinoline